N-((2-(2-((cis)-2,6-dimethylmorpholino)pyrimidin-4-yl)-1,6-naphthyridin-7-yl)methyl)-4-methyl-3-(methylsulfonyl)benzamide C[C@@H]1O[C@@H](CN(C1)C1=NC=CC(=N1)C1=NC2=CC(=NC=C2C=C1)CNC(C1=CC(=C(C=C1)C)S(=O)(=O)C)=O)C